(R)-1-(4-((1-(3-(difluoromethyl)-2-fluorophenyl)ethyl)amino)-2-methyl-7-((tetrahydro-2H-pyran-4-yl)oxy)pyrido[2,3-d]pyrimidin-6-yl)cyclopropane-1-carbonitrile FC(C=1C(=C(C=CC1)[C@@H](C)NC=1C2=C(N=C(N1)C)N=C(C(=C2)C2(CC2)C#N)OC2CCOCC2)F)F